ClC=1C=CC2=C(N=C(O2)C2CC3(CC(C3)NC(=O)C3CN(C(C3)=O)C3=CC=CC=C3)C2)C1 N-[6-(5-chloro-1,3-benzoxazol-2-yl)spiro[3.3]heptan-2-yl]-5-oxo-1-phenyl-pyrrolidine-3-carboxamide